C(CC)(=O)N1C=CC2=CC(=CC=C12)C1=CC=C(C(=O)NCC=2C=NC=CC2)C=C1 4-(1-propionylindol-5-yl)-N-(pyridin-3-ylmethyl)benzamide